(2R,3R)-4-((1R,3s,5S)-bicyclo[3.2.1]oct-3-yl)-3-hydroxy-2-methylbutanoic acid [C@@H]12CC(C[C@@H](CC1)C2)C[C@H]([C@H](C(=O)O)C)O